[I].[Sn] tin iodine